4-Methylen-2-methoxy-1,3-dioxolan C=C1OC(OC1)OC